((8-(difluoromethyl)-1,4-dioxaspiro[4.5]decan-8-yl)oxy)trimethylsilane FC(C1(CCC2(OCCO2)CC1)O[Si](C)(C)C)F